(R)-1-(4-(2,6-bis(benzyloxy)pyridin-3-yl)-3,5-difluorophenyl)pyrrolidine-3-carboxylic acid C(C1=CC=CC=C1)OC1=NC(=CC=C1C1=C(C=C(C=C1F)N1C[C@@H](CC1)C(=O)O)F)OCC1=CC=CC=C1